Gadolinium 2,2',2''-[(2S)-10-(carboxymethyl)-2-(4-{2-[2-(2-methoxyethoxy)ethoxy] ethoxy}benzyl)-1,4,7,10-tetraazacyclododecan-1,4,7-triyl]triacetate C(=O)(O)CN1CCN(CCN(C[C@@H](N(CC1)CC(=O)[O-])CC1=CC=C(C=C1)OCCOCCOCCOC)CC(=O)[O-])CC(=O)[O-].[Gd+3]